4-ethoxyphenylphosphine oxide C(C)OC1=CC=C(C=C1)[PH2]=O